BrC=CC1=CC=C(C=C1)C(F)(F)F 1-(2-bromovinyl)-4-trifluoromethyl-benzene